N(=[N+]=[N-])CCOCCOCCOCCOCCOCCOCCOCCOCCOCCOCCOCCNC(CC[C@@H](C(=O)O)NC(CCCCCCCCCCS(=O)(=O)O)=O)=O (S)-1-azido-37-oxo-40-(11-sulfoundecanamido)-3,6,9,12,15,18,21,24,27,30,33-undecaoxa-36-azahentetracontan-41-oic acid